FC=1C=C(C=C(C1N1S(NC(C1)=O)(=O)=O)OCC1=CC=C(C=C1)OC)C1=CCCN(C1)C(=O)OC(C)(C)C tert-butyl 5-[3-fluoro-5-[(4-methoxyphenyl)methoxy]-4-(1,1,4-trioxo-1,2,5-thiadiazolidin-2-yl)phenyl]-3,6-dihydro-2H-pyridine-1-carboxylate